2-(4-fluorophenyl)-N-{4-[3-(2-fluorophenyl)-6,6-dimethyl-4-oxo-4,5,6,7-tetrahydro-1H-pyrrolo[3,2-c]pyridin-2-yl]pyridin-2-yl}acetamide FC1=CC=C(C=C1)CC(=O)NC1=NC=CC(=C1)C1=C(C=2C(NC(CC2N1)(C)C)=O)C1=C(C=CC=C1)F